C[C@@H]1CCNC(OCC=2N=C(C=C(C3=NNC4=CC=C(O1)C=C34)N2)N2CCCC2)=O (13R)-13-methyl-4-(pyrrolidin-1-yl)-8,14-dioxa-5,10,19,20,23-pentaazatetracyclo[13.5.2.12,6.018,21]tricosa-1(20),2,4,6(23),15,17,21-heptaen-9-one